C(C)OC=1C=C(C=CC1OC)[C@@H](CS(=O)(=O)C)N1C(C2=CC=CC(=C2C1=O)NC(CCCCCCCC(=O)OC)=O)=O (S)-methyl 9-((2-(1-(3-ethoxy-4-methoxyphenyl)-2-(methylsulfonyl)-ethyl)-1,3-dioxoisoindolin-4-yl)amino)-9-oxononanoate